CC=1SC=C(N1)C1=NC=CC(=C1)OC=1C=CC(=NC1)N 5-((2-(2-methylthiazol-4-yl)pyridin-4-yl)oxy)pyridin-2-amine